The molecule is a diterpene alkaloid with formula C25H41NO6 that is isolated from several Aconitum species. It has a role as an antifeedant and a plant metabolite. It is a bridged compound, a diterpene alkaloid, an organic heteropolycyclic compound, a polyether, a secondary alcohol, a tertiary alcohol, a tertiary amino compound and a diol. It derives from a hydride of an aconitane. CCN1C[C@@]2(CC[C@@H]([C@@]34[C@@H]2[C@H]([C@@H](C31)[C@]5(C[C@@H]([C@H]6C[C@@H]4[C@@H]5[C@H]6O)OC)O)OC)OC)COC